(2-(3-oxopropyl)pyridin-3-yl)carbamic acid tert-butyl ester C(C)(C)(C)OC(NC=1C(=NC=CC1)CCC=O)=O